FC1=CC(=C(C=C1)N1CN(CC2=CC(=CC=C12)C(F)(F)F)C=1C(=NC(=CC1)OC)C)C 1-(4-fluoro-2-methylphenyl)-3-(6-methoxy-2-methylpyridin-3-yl)-6-(trifluoromethyl)-1,2,3,4-tetrahydro-quinazoline